2-[2-(tert-butoxy)-2-oxoethyl]-2,3-dihydro-1H-indene-2-carboxylic acid methyl ester COC(=O)C1(CC2=CC=CC=C2C1)CC(=O)OC(C)(C)C